tert-butyl (2S)-2-[4-chloro-2-(4-butoxy-4,5-dihydroisoxazol-3-yl)phenoxy]propanoate ClC1=CC(=C(O[C@H](C(=O)OC(C)(C)C)C)C=C1)C1=NOCC1OCCCC